FC=1C(=C(C=CC1)C=1C=C2C(=NN1)NC[C@@H]1N2CCN(C1)C(=O)C1CCC(CC1)CO)O ((S)-2-(3-fluoro-2-hydroxyphenyl)-5,6,6a,7,9,10-hexahydro-8H-pyrazino[1',2':4,5]pyrazino[2,3-c]pyridazin-8-yl)((1r,4s)-4-(hydroxymethyl)cyclohexyl)methanone